3-[2-(dimethylamino)ethyl]-5-methoxy-indole-1-carboxylic acid isopropyl ester C(C)(C)OC(=O)N1C=C(C2=CC(=CC=C12)OC)CCN(C)C